(S)-4-(7-(3-chloro-5-cyanophenyl)-5-(2-oxopyrrolidin-1-yl)-7H-pyrrolo[2,3-d]pyrimidin-4-yl)-3-methylpiperazine-1-carboxylic acid tert-butyl ester C(C)(C)(C)OC(=O)N1C[C@@H](N(CC1)C=1C2=C(N=CN1)N(C=C2N2C(CCC2)=O)C2=CC(=CC(=C2)C#N)Cl)C